NC=1C=C2C=C(C(N(C2=CC1)C)=O)OCC(=O)NC 2-((6-Amino-1-methyl-2-oxo-1,2-dihydroquinolin-3-yl)oxy)-N-methylacetamide